3-[6-fluoro-1-oxo-5-(piperazin-1-yl)-1,3-dihydro-2H-isoindol-2-yl]piperidine-2,6-dione FC1=C(C=C2CN(C(C2=C1)=O)C1C(NC(CC1)=O)=O)N1CCNCC1